(R)-2-((4-(1-ethoxyvinyl)-3-fluoropyridin-2-yl)oxy)propan C(C)OC(=C)C1=C(C(=NC=C1)OC(C)C)F